(S)-2-methyl-N-(oxazol-2-ylmethylene)propane-2-sulfinamide CC(C)(C)[S@](=O)N=CC=1OC=CN1